3-(4-fluoro-2-(trifluoromethyl)phenoxy)-5,6,7,8-tetrahydro-[1,2,4]triazolo[4,3-a]pyrazine FC1=CC(=C(OC2=NN=C3N2CCNC3)C=C1)C(F)(F)F